BrC=1C=C2C(=NC1OC)N=C(S2)N 6-bromo-5-methoxy-[1,3]thiazolo[4,5-b]pyridin-2-amine